isopropyl 4-(5-(4-(methyl sulfonyl)phenyl)thiazolo[5,4-b]pyridin-2-yl)-5,6-dihydropyridine-1(2H)-carboxylate CS(=O)(=O)C1=CC=C(C=C1)C1=CC=C2C(=N1)SC(=N2)C2=CCN(CC2)C(=O)OC(C)C